2-((3-(aminomethyl)-1-(4-(trifluoromethyl)phenyl)-1H-indazol-5-yl)oxy)acetonitrile hydrochloride Cl.NCC1=NN(C2=CC=C(C=C12)OCC#N)C1=CC=C(C=C1)C(F)(F)F